ClC1=C(C=CC=C1)C1NC(CC2=CC=CC(=C12)NC(C1=CC(=CC(=C1)C(F)(F)F)F)=O)=O N-[1-(2-chlorophenyl)-3-oxo-1,2,3,4-tetrahydroisoquinolin-8-yl]-3-fluoro-5-(trifluoromethyl)benzamide